N-(5-(2-(trans-2,6-dimethylmorpholino)acetamido)-2-methylpyridin-3-yl)-2-(4-methoxypyridin-3-yl)pyrazolo[5,1-b]thiazole-7-carboxamide C[C@@H]1O[C@H](CN(C1)CC(=O)NC=1C=C(C(=NC1)C)NC(=O)C=1C=NN2C1SC(=C2)C=2C=NC=CC2OC)C